sodium 1-dodecyl-4-octyltetralin-5-amine C(CCCCCCCCCCC)C1CCC(C=2C(=CC=CC12)N)CCCCCCCC.[Na]